C(#N)CC[N+]1=C2N(C(C(=C1)C1SCCCS1)=O)C=CC=C2 1-(2-cyanoethyl)-3-(1,3-dithian-2-yl)-4-oxo-4H-pyrido[1,2-a]pyrimidinium